racemic-((5R,9S)-2-Methyl-3-phenyl-4,5,6,7,8,9-hexahydro-2H-5,9-epiminocycloocta[c]pyrazol-10-yl)(quinoxalin-5-yl)methanone CN1N=C2C(=C1C1=CC=CC=C1)C[C@H]1CCC[C@@H]2N1C(=O)C1=C2N=CC=NC2=CC=C1 |r|